NC(CC1=CNC2=CC=CC=C12)C 3-(2-aminopropyl)indole